5-phenyl-1-((2-(trimethylsilyl)ethoxy)methyl)-1H-1,2,4-triazole-3-carboxylic acid ethyl ester C(C)OC(=O)C1=NN(C(=N1)C1=CC=CC=C1)COCC[Si](C)(C)C